C1(=CC(=CC(=C1)C=O)C=O)C=O 1,3,5-benzenetricarboxaldehyde